3-Amino-6-methyl-N-[(6'R)-2'-(piperazin-1-yl)-6',7'-dihydro-5'h-spiro[cyclopropane-1,8'-quinolin]-6'-yl]thieno[2,3-b]pyridine-2-carboxamide NC1=C(SC2=NC(=CC=C21)C)C(=O)N[C@H]2CC=1C=CC(=NC1C1(C2)CC1)N1CCNCC1